C1(CC1)C=1SC=2CN([C@@H](CC2N1)C)C(=O)[O-] (R)-2-cyclopropyl-6-methyl-6,7-dihydrothiazolo[5,4-c]pyridine-5(4H)-carboxylate